3-(3-fluoro-4-methylphenyl)-N-(2-(3-hydroxyazetidine-1-carbonyl)-5-methoxyphenyl)-3-(1,2,4-thiadiazol-5-yl)pyrrolidine-1-carbothioamide FC=1C=C(C=CC1C)C1(CN(CC1)C(NC1=C(C=CC(=C1)OC)C(=O)N1CC(C1)O)=S)C1=NC=NS1